C[C@@H]1O[C@@H](CN(C1)CC1=CC(=NC(=C1)NC1CCOCC1)NC=1SC(=CN1)C=1OC(=NN1)C1=CC=CC=C1)C 4-(((2S,6R)-2,6-dimethylmorpholino)methyl)-N2-(5-(5-phenyl-1,3,4-oxadiazol-2-yl)thiazole-2-yl)-N6-(tetrahydro-2H-pyran-4-yl)pyridin-2,6-diamine